3-hexadecyl-octadecyl-imidazole bromide salt [Br-].C(CCCCCCCCCCCCCCC)C(CCC=1NC=CN1)CCCCCCCCCCCCCCC